3-((4-(2-Fluorophenyl)-1-(morpholinosulfonyl)pyrrolidin-2-yl)methoxy)benzonitrile FC1=C(C=CC=C1)C1CC(N(C1)S(=O)(=O)N1CCOCC1)COC=1C=C(C#N)C=CC1